C[SiH](C)C dimethylsilyl-methane